N-(2-carbamimidoyl-2,3-dihydro-1H-isoindol-5-yl)-4-(1-carbamimidoyl-1,2,3,6-tetrahydro-pyridin-4-yl)-2-methyl-benzamide C(N)(=N)N1CC2=CC=C(C=C2C1)NC(C1=C(C=C(C=C1)C=1CCN(CC1)C(N)=N)C)=O